COC1=CC=C(C=C1)C(=NNC1=CC=CC=C1)Cl 4-Methoxy-N-phenylbenzenecarbohydrazonoyl chloride